2,3-dimethyloxy-4-hydroxypyridine COC1=NC=CC(=C1OC)O